C(=CCC)[SiH](O[Si](C)(C)C)C butenyltetramethyldisiloxane